O1C(=CC=2C1=NC=CC2)B(O)O furo[2,3-b]pyridin-2-ylboronic acid